7-methyl-purine-8-imine CN1C(NC2=NC=NC=C12)=N